(S)-2-((((9H-fluoren-9-yl)methoxy)carbonyl)amino)-3-(7-(pyridin-2-yl)-1H-indol-3-yl)propanoic acid C1=CC=CC=2C3=CC=CC=C3C(C12)COC(=O)N[C@H](C(=O)O)CC1=CNC2=C(C=CC=C12)C1=NC=CC=C1